OC=1C=C(C=CC1O)C1OC2=C(CC1OC1(OC=3C(C(C1O)O)=C(C=C(C3)O)O)C3=CC=C(C=C3)O)C(=CC(=C2)O)O 2-[[2-(3,4-dihydroxyphenyl)-5,7-dihydroxy-3,4-dihydro-2H-benzopyran-3-yl]oxy]-2-(4-hydroxyphenyl)-3,4-dihydrobenzopyran-3,4,5,7-tetraol